FC=1C=C(C=C(C1)F)OS(=O)(=O)[O-].C1(=CC=CC=C1)[S+](C1=CC=CC=C1)C1=CC=CC=C1 Triphenyl-sulfonium 3,5-difluorophenyl-sulfate